2-(4-nitrophenoxy)-4-(pyridin-3-yl)-1,3,2-dioxaphosphorinane 2-oxide [N+](=O)([O-])C1=CC=C(OP2(OCCC(O2)C=2C=NC=CC2)=O)C=C1